OC=1C=C(C=CC1O)C1C(OC(OC1=O)(C)C)=O 5-(3,4-dihydroxyphenyl)-2,2-dimethyl-1,3-dioxane-4,6-dione